tert-butyl 3-fluoro-4-(trifluoromethyl)benzoate FC=1C=C(C(=O)OC(C)(C)C)C=CC1C(F)(F)F